4-([3-(8-{[(3S,4R)-3-fluoro-1-methylpiperidin-4-yl]amino}-3-(2,2,2-trifluoroethyl)imidazo[1,2-a]pyridin-2-yl)prop-2-yn-1-yl]amino)-N-methylbenzamide F[C@H]1CN(CC[C@H]1NC=1C=2N(C=CC1)C(=C(N2)C#CCNC2=CC=C(C(=O)NC)C=C2)CC(F)(F)F)C